6-chloro-N-(4-((1-(difluoromethyl)-1H-benzo[d][1,2,3]triazol-5-yl)oxy)-3-methylphenyl)pyrido[3,2-d]pyrimidin-4-amine ClC=1C=CC=2N=CN=C(C2N1)NC1=CC(=C(C=C1)OC1=CC2=C(N(N=N2)C(F)F)C=C1)C